(2R,3S)-2-(3-(6-(pyrrolidin-1-yl)-9H-purin-9-yl)propyl)piperidin-3-ol trihydrochloride Cl.Cl.Cl.N1(CCCC1)C1=C2N=CN(C2=NC=N1)CCC[C@H]1NCCC[C@@H]1O